O=C[C@@H](O)[C@H](O)[C@H](O)CO |r| DL-arabinose